ON=C1C2CCC(C2)C12CCCCC2 rac-3-(hydroxyimino)spiro[bicyclo[2.2.1]heptane-2,1'-cyclohexan]